C(\C=C\C1=CC(OC)=C(O)C=C1)(=O)OCCCCCCCCCCCCCCCCCCCCCCCCCC (E)-hexacosyl ferulate